1-methoxypropan COCCC